1-allyl-1H-imidazole C(C=C)N1C=NC=C1